C1C(=NC2=C(N1)N=C(NC2=O)N)[C@@H]([C@@H](CO)OP(=O)([O-])[O-])O The molecule is an organophosphate oxoanion obtained by deprotonation of the phosphate OH groups of 7,8-dihydroneopterin 2'-phosphate. It is a conjugate base of a 7,8-dihydroneopterin 2'-phosphate.